7-azido-4-hydroxycoumarin N(=[N+]=[N-])C1=CC=C2C(=CC(OC2=C1)=O)O